C1CCN2CCC=3NC=4C=CC=CC4C3CC21 1,2,3,5,6,7,12,12a-octahydropyrrolo[1',2':1,7]azepino[4,5-b]indole